[Si](C)(C)(C(C)(C)C)OCC(=C)C=1N=C(SC1)C1=CC(=C(C=C1)OC)OCC 4-(3-((tert-butyl-dimethylsilyl)oxy)prop-1-en-2-yl)-2-(3-ethoxy-4-methoxyphenyl)thiazole